NC1=C(C(=NN1C)C1=CC=C(C=C1)Br)C#N 5-Amino-3-(4-bromophenyl)-1-methylpyrazole-4-carbonitrile